tricyclodecanedimethanol di(acrylate) C(C=C)(=O)O.C(C=C)(=O)O.C1(CCCCCCCCC1)(CO)CO.C1(CCCCCCCCC1)(CO)CO.C1(CCCCCCCCC1)(CO)CO